4-((5-(3-((1H-indol-5-yl)oxy)phenyl)-4H-1,2,4-triazol-3-yl)methyl)thiazole N1C=CC2=CC(=CC=C12)OC=1C=C(C=CC1)C=1NC(=NN1)CC=1N=CSC1